C1=CC=CC=2OC3=C(C21)C=CC=C3.[I] iodine dibenzofuran